FC=1C=C2C(C=CN3C2=C(C1F)OCCC3)=O 10,11-difluoro-3,4-dihydro-[1,4]oxaazepino[2,3,4-ij]quinolin-8(2H)-one